C1([C@H](O)[C@@H](O)[C@@H](O)[C@H](O1)CO)O[C@H]1[C@@H]([C@H]([C@H](O)O[C@@H]1CO)O)O D-galactopyranosyl-(1-4)-β-D-glucopyranose